2-(7-(2,3-dichloro-6-methoxyphenyl)imidazo[1,2-a]pyridin-2-yl)ethan-1-amine ClC1=C(C(=CC=C1Cl)OC)C1=CC=2N(C=C1)C=C(N2)CCN